C1=C(C=CC2=CC=CC=C12)N1C2=CC=CC=C2C=2C=C(C=CC12)C=1C=CC=2NC3=CC=CC=C3C2C1 9'-(2-naphthyl)-3,3'-bi-carbazole